FC=1C=C(C=NC1)[C@@H]1N([C@@H](CC1)CO)C1=NC=2N(C=C1)N=CC2C(=O)N[C@H](C(F)(F)F)C 5-((2R,5S)-2-(5-fluoropyridin-3-yl)-5-(hydroxymethyl)pyrrolidin-1-yl)-N-((S)-1,1,1-trifluoropropan-2-yl)pyrazolo[1,5-a]pyrimidine-3-carboxamide